ClC1=C(C=CC=2N=S(CC21)(C)=O)SC2=NC=C(N=C2)Cl 4-chloro-5-((5-chloropyrazin-2-yl)thio)-2-methyl-3H-2λ4-benzo[c]isothiazole 2-oxide